C(C)(C)(C)CCCCC t-butylpentane